ClC1=NC=2N(C(=C1)N(C(OC(C)(C)C)=O)CC1=CC(=CC=C1)[N+](=O)[O-])N=CC2C2CC2 tert-butyl (5-chloro-3-cyclopropylpyrazolo[1,5-a]pyrimidin-7-yl)(3-nitrobenzyl)carbamate